FC=1C=C(C=C(C1)F)N1C(OC(C1)(C(=O)N[C@H]1C=C[C@H](C1)C(=O)O)C)=O (1S,4R)-4-[3-(3,5-difluorophenyl)-5-methyl-2-oxo-1,3-oxazolidine-5-amido]cyclopent-2-ene-1-carboxylic acid